N-((3aR,5s,6aS)-2-((tetrahydro-2H-pyran-4-yl)methyl)octahydrocyclopenta[c]pyrrol-5-yl)-7-(2,3,5-trifluorophenyl)thieno[2,3-d]pyridazin-4-amine O1CCC(CC1)CN1C[C@@H]2[C@H](C1)CC(C2)NC2=C1C(=C(N=N2)C2=C(C(=CC(=C2)F)F)F)SC=C1